ClC=1N=NC(=C2C1N(N=C2)C)N[C@H]2CN(CCC2)CC 7-chloro-N-[(3R)-1-ethyl-3-piperidyl]-1-methyl-pyrazolo[3,4-d]pyridazin-4-amine